(M)-(1R,9R)-6-(6-hydroxy-8-quinolinyl)-10,10-dimethyl-4-(2-(2-propenoyl)-2,6-diazaspiro[3.4]octan-6-yl)-3-azatricyclo[7.1.1.02,7]undeca-2,4,6-triene-5-carbonitrile OC=1C=C2C=CC=NC2=C(C1)C=1C(=C(N=C2[C@H]3C([C@@H](CC12)C3)(C)C)N3CC1(CN(C1)C(C=C)=O)CC3)C#N